methylbenzotriazol potassium salt [K].CC1=CC=CC=2NN=NC21